tris(4-(9H-carbazole-9-yl)phenyl)methane C1=CC=CC=2C3=CC=CC=C3N(C12)C1=CC=C(C=C1)C(C1=CC=C(C=C1)N1C2=CC=CC=C2C=2C=CC=CC12)C1=CC=C(C=C1)N1C2=CC=CC=C2C=2C=CC=CC12